ClC=1C=C(C=CC1)[C@H]1CCC(N[C@@H]1C=1SC(=CC1)Cl)=O |r| racemic-(5R,6S)-(5S,6R)-5-(3-chlorophenyl)-6-(5-chlorothiophen-2-yl)piperidin-2-one